3-tetradecen-6,7-diol CCC=CCC(C(CCCCCCC)O)O